6-fluoro-2-tetrahydropyran-4-yl-3H-imidazo[4,5-b]pyridine FC=1C=C2C(=NC1)NC(=N2)C2CCOCC2